tetraazatetracyclo[12.5.2.12,5.017,20]docosa-1(19),2(22),3,14(21),15,17(20)-hexaene C=12C=3N=NN(NCCCCCCCC=4C=CC(CC1)=C2C4)C3